NC1CCN(CC1)C1=NC=CC(=C1)C=1C(=C(C=C(C1)F)C1=CC(=C(C=C1)N1C(N(C=C1)C)=O)Cl)O 1-(3'-(2-(4-aminopiperidin-1-yl)pyridin-4-yl)-3-chloro-5'-fluoro-2'-hydroxy-[1,1'-biphenyl]-4-yl)-3-methyl-1H-imidazol-2(3H)-one